C(C)(=O)N1CC2(C1)CCC(CC2)N2N=C1C=C(C(=CC1=C2)C(=O)NC2=CN=C1N2N=CC=C1)OC1CC(C1)OC 2-(2-acetyl-2-azaspiro[3.5]nonan-7-yl)-N-(imidazo[1,2-b]pyridazin-3-yl)-6-((1r,3r)-3-methoxycyclobutoxy)-2H-indazole-5-carboxamide